CS(=O)O methanesulfinic acid